2-Fluoro-4-(1-(4-(((R)-1-hydroxy-4-methylpentan-2-yl)amino)-6-(methylsulfonamido)-1,3,5-triazin-2-yl)propan-2-yl)-N-methylbenzamide FC1=C(C(=O)NC)C=CC(=C1)C(CC1=NC(=NC(=N1)N[C@@H](CO)CC(C)C)NS(=O)(=O)C)C